C(C=C)OC(=O)C1=CC2=CC(=CC=C2C=C1)[C@H](F)P(=O)(OCC)OCC |r| Rac-7-((diethoxyphosphoryl)fluoromethyl)-2-naphthoic acid allyl ester